C(#C)C1=CC(=NC(=C1)C1=NC=CC=C1)C1=NC=CC=C1 4'-ethynyl-2,2':6',2''-terpyridine